5-hydroxy-1,3-dimethyl-1H-pyrazol OC1=CC(=NN1C)C